(2R,4S)-4-benzyl-2-(((S)-1-(((3-chloro-1H-pyrrolo[2,3-b]pyridin-5-yl)methyl)amino)-1-oxopropan-2-yl)carbamoyl)pyrrolidine-1-carboxylic acid tert-butyl ester C(C)(C)(C)OC(=O)N1[C@H](C[C@@H](C1)CC1=CC=CC=C1)C(N[C@H](C(=O)NCC=1C=C2C(=NC1)NC=C2Cl)C)=O